3-(difluoromethyl)azetidine-3-carbonitrile hydrochloride Cl.FC(C1(CNC1)C#N)F